benzyl (S)-4-((2-(benzyloxy) ethoxy) methyl)-5-oxooxazolidine-3-carboxylate C(C1=CC=CC=C1)OCCOC[C@@H]1N(COC1=O)C(=O)OCC1=CC=CC=C1